N-(3,5-difluoro-4-iodopyridin-2-yl)-3-fluoro-N-((3-fluoropropyl)-sulfonyl)propane-1-sulfonamide FC=1C(=NC=C(C1I)F)N(S(=O)(=O)CCCF)S(=O)(=O)CCCF